(Maleinimid) Cyanat [O-]C#N.C1(C=CC(N1)=O)=O